N-[6-fluoro-4-methoxy-7-(morpholin-4-yl)-[1,3]thiazolo[4,5-c]pyridin-2-yl]-2-oxa-7-azaspiro[4.4]nonane-7-carboxamide FC1=C(C2=C(C(=N1)OC)N=C(S2)NC(=O)N2CC1(CCOC1)CC2)N2CCOCC2